FC1(C(N([C@H]([C@H]1O)C)CC=1C=NC(=CC1)OC1=C(C=C(C=C1F)F)F)=O)F (4R,5S)-3,3-difluoro-4-hydroxy-5-methyl-1-{[6-(2,4,6-trifluorophenoxy)pyridin-3-yl]methyl}pyrrolidin-2-one